4-bromo-2-[(3R)-3-methyl[1,4'-bipiperidin]-1'-yl]-1,3-thiazole-5-carboxylic acid BrC=1N=C(SC1C(=O)O)N1CCC(CC1)N1C[C@@H](CCC1)C